OC=1C=C(C=CC1O)C1=COC2=C(C(=CC(=C2C1=O)O)O)C(C)C(C)C 3-(3,4-dihydroxyphenyl)-5,7-dihydroxy-8-(3-methylbut-2-yl)chromen-4-one